methyl 2-((5-cyclopropyl-3-(2,6-dichlorophenyl)isoxazol-4-yl)methoxy)-11-(trifluoromethyl)-10,11-dihydrobenzo[6,7]oxepino[3,2-b]pyridine-7-carboxylate C1(CC1)C1=C(C(=NO1)C1=C(C=CC=C1Cl)Cl)COC1=CC=C2C(=N1)C(CC1=C(O2)C=C(C=C1)C(=O)OC)C(F)(F)F